N1C=CC=2C=NC(=CC21)C2CCN(CC2)S(=O)(=O)C2=CC1=C(N=CS1)C=C2 6-((4-(1H-pyrrolo[3,2-c]pyridin-6-yl)piperidin-1-yl)sulfonyl)benzo[d]thiazole